5-(3-hydroxy-3-methylazetidin-1-yl)-1,3,4-thiadiazol OC1(CN(C1)C1=NN=CS1)C